2-phenoxyethylbenzo[b]thiophene-3-carboxylate-1,1-dioxide O(C1=CC=CC=C1)CCC1=C(C2=C(S1(=O)=O)C=CC=C2)C(=O)[O-]